CN(CCCOC1=CC=C(C=N1)C1=CC=2C=3N(C=NC2C=C1)N(C(C3C3CCOCC3)=O)C)C 9-(6-(3-(dimethylamino)propoxy)pyridin-3-yl)-3-methyl-1-(tetrahydro-2H-pyran-4-yl)pyrazolo[1,5-c]quinazolin-2(3H)-one